FC(C)(F)C1=C(C(=NC=C1)C)S(=O)(=O)Cl (1,1-difluoroethyl)-2-methylpyridine-3-sulfonyl chloride